N-(3-chlorophenyl)-1-methyl-9-(1-methyl-1,2,3,6-tetrahydropyridin-4-yl)-6,7-dihydro-5H-benzo[c][1,2,3]triazolo[1,5-a]azepin-7-amine 2,2,2-trifluoroacetate FC(C(=O)O)(F)F.ClC=1C=C(C=CC1)NC1C2=C(C=3N(CC1)N=NC3C)C=CC(=C2)C=2CCN(CC2)C